C1(CC1)C1(CN(C1)C(CN1C(C2=C(C=C1)SC=C2C2=CC(=C(C=C2)Cl)Cl)=O)=O)F 5-(2-(3-cyclopropyl-3-fluoroazetidin-1-yl)-2-oxoethyl)-3-(3,4-dichlorophenyl)thieno[3,2-c]pyridin-4(5H)-one